C(C)(C)(C)OC(=O)N1CC(C1)(C)[C@](C1=CC=C(C=C1)S(F)(F)(F)(F)F)(C=1C=NC=C(C1)C1=NOC(=N1)C(C)(C)O)O (R)-3-(hydroxy(5-(5-(2-hydroxypropan-2-yl)-1,2,4-oxadiazol-3-yl)-pyridin-3-yl)(4-(pentafluoro-λ6-sulfaneyl)phenyl)methyl)-3-methylazetidine-1-carboxylic acid tert-butyl ester